C[C@@H]1[C@H]([C@@H]([C@@H]([C@H](O1)O)O)O[C@@H]2[C@H]([C@H]([C@@H]([C@H](O2)C)O)O)O)O The molecule is a glycosylrhamnose consisting of alpha-D-rhamnose having an alpha-D-rhamnosyl residue attached at the 3-position. It has a role as an epitope.